diamino-2,2'-dihydroxybiphenyl NC1=C(C(=C(C=C1)C1=C(C=CC=C1)O)O)N